(2-methoxyethyl)cytidine COCC[C@@]1([C@H](O)[C@H](O)[C@@H](CO)O1)N1C(=O)N=C(N)C=C1